(S)-6-Amino-3-(4'-chloro-6-oxo-1',2'-dihydrospiro[piperidine-3,3'-pyrrolo[2,3-b]pyridin]-5'-yl)-2-fluoro-N,N-dimethylbenzamide NC1=CC=C(C(=C1C(=O)N(C)C)F)C=1C(=C2C(=NC1)NC[C@@]21CNC(CC1)=O)Cl